FC(C1=CC=C(C=C1)NC(CC#N)CC)(F)F 3-(4-trifluoromethyl-phenyl-amino)valeronitrile